COC=1C=C(C=CC1OC1=C(C=CC=C1)CCC)C1C=2C(NC(C1)=O)=NNC2 4-[3-Methoxy-4-(2-propylphenoxy)phenyl]-2H,4H,5H,6H,7H-pyrazolo[3,4-b]pyridin-6-one